S(=O)(=O)(C1=CC=C(C)C=C1)N1C=CC2=C1N=CN=C2NC2CCC(CC2)N (1S,4S)-N1-(7-tosyl-7H-pyrrolo[2,3-d]pyrimidin-4-yl)cyclohexane-1,4-diamine